(18S)-11,11,16,16-Tetramethyl-2λ6-thia-3,13,15,22,27-pentaazapentacyclo[21.3.1.115,18.05,14.07,12]octacosa-1(27),5(14),6,12,23,25-hexaene-2,2,4-trione CC1(CCCC2=CC=3C(NS(C=4C=CC=C(NCCC[C@H]5CC(N(C3N=C12)C5)(C)C)N4)(=O)=O)=O)C